B([O-])([O-])[O-].[CH3+].[CH3+].[CH3+] carbenium borate